O=C1NC(CCC1N1C(C2=CC=CC(=C2C1=O)N[C@H](C)C1=CC=C(C=C1)S(=O)(=O)C)=O)=O 2-(2,6-dioxopiperidin-3-yl)-4-(((R)-1-(4-(methylsulfonyl)phenyl)ethyl)amino)isoindoline-1,3-dione